(3-benzofuran-3-yl-1-methanesulfonylmethyl-1H-pyrazolo[4,3-c]pyridin-6-yl)-(4-hydroxyazepan-1-yl)-methanone O1C=C(C2=C1C=CC=C2)C2=NN(C1=C2C=NC(=C1)C(=O)N1CCC(CCC1)O)CS(=O)(=O)C